3-(5-((3-((4'-chloro-5,5-dimethyl-3,4,5,6-tetrahydro-[1,1'-biphenyl]-2-yl)methyl)-3,8-diazabicyclo[3.2.1]octan-8-yl)methyl)-4-fluoro-1-oxoisoindolin-2-yl)piperidine-2,6-dione ClC1=CC=C(C=C1)C1=C(CCC(C1)(C)C)CN1CC2CCC(C1)N2CC=2C(=C1CN(C(C1=CC2)=O)C2C(NC(CC2)=O)=O)F